C1(CCCCC1)CN1CCNCC1 1-(cyclohexylmethyl)piperazine